3-(1-isopropyl-1H-benzo[d][1,2,3]triazol-5-yl)-5-(2-methoxy-phenyl)-1,2,4-oxadiazole C(C)(C)N1N=NC2=C1C=CC(=C2)C2=NOC(=N2)C2=C(C=CC=C2)OC